CC1C(N(C2CC1C2)C(=O)C2=NC(=CC=C2N2N=CC=N2)C)CNC2=NC(=CC=C2)C(F)(F)F cis-N-({4-Methyl-2-[6-methyl-3-(2H-1,2,3-triazol-2-yl)pyridin-2-carbonyl]-2-azabicyclo[3.1.1]heptan-3-yl}methyl)-6-(trifluoromethyl)pyridin-2-amin